(4-aminoxyphenyl)methane O(N)C1=CC=C(C=C1)C